COC=1C(=NC(=NC1OC=1C=NC=CC1)N1CCOCC1)N1N=CC(=C1)C1=CC=CC=C1 4-(5-methoxy-4-(4-phenyl-1H-pyrazol-1-yl)-6-(pyridin-3-yloxy)pyrimidin-2-yl)morpholine